ClC1=CC(=C(C=C1F)[C@H](NC([C@@H]1N(C[C@@H](C1)O)C(=O)C1=CC(=NC=C1)C(F)(F)F)=O)C1CC1)F (4R)-N-((R)-(4-chloro-2,5-difluorophenyl)(cyclopropyl)methyl)-4-hydroxy-1-((2-(trifluoromethyl)-4-pyridinyl)carbonyl)-D-prolinamide